3-(2-methyl-2H-indazol-5-yl)-5,6,7,8-tetrahydrobenzo[4,5]thieno[2,3-d]pyrimidine-2,4(1H,3H)-dione CN1N=C2C=CC(=CC2=C1)N1C(NC2=C(C1=O)C1=C(S2)CCCC1)=O